PIPERIDYLINDOLE N1(CCCCC1)C=1NC2=CC=CC=C2C1